NC=1C(CC=C(C1C=1C(=C(C(=O)N)C=CC1C1CC1)F)C)(F)C1=NC(=NC=C1)OC[C@H]1N(C[C@@H](C1)F)C(C#CC)=O 3-(6-amino-5-(((2S,4R)-1-(but-2-ynoyl-4-fluoropyrrolidin-2-yl)methoxy)pyrimidin-4-yl)-5-fluoro-2-methylphenyl)-4-cyclopropyl-2-fluorobenzamide